(S)-N-(4-fluorophenyl)-3-(3-(1-hydroxyethyl)-5-(trifluoromethyl)-[2,3'-bipyridin]-6'-yl)oxetane-3-carboxamide FC1=CC=C(C=C1)NC(=O)C1(COC1)C1=CC=C(C=N1)C1=NC=C(C=C1[C@H](C)O)C(F)(F)F